1-guanidinopyrazole N(C(=N)N)N1N=CC=C1